C1(CCCC1)NC1=NC=C(C(=N1)NCCN(C(OC(C)(C)C)=O)C)[N+](=O)[O-] tert-butyl (2-((2-(cyclopentylamino)-5-nitropyrimidin-4-yl)amino)ethyl)(methyl)carbamate